3-(2'-hydroxy-4-dimethylaminophenyl)-3-(2'-methoxy-5'-nitrophenyl)phthalide OC1=C(C=CC(=C1)N(C)C)C1(OC(=O)C2=CC=CC=C12)C1=C(C=CC(=C1)[N+](=O)[O-])OC